ClC1=C(C(=CC(=C1)Cl)C(N)=O)N(C(=O)C1=CC(=NN1C1=NC=CC=C1Cl)Br)C N-(2,4-dichloro-6-(carbamoyl)phenyl)-N-methyl-3-bromo-1-(3-chloropyridin-2-yl)-1H-pyrazole-5-carboxamide